O=C1N(C2CC2C1)CC1=CC=C(C=C1)NC(OCC1=CC=C(C=C1)Cl)=O 4-chlorobenzyl (4-((3-oxo-2-azabicyclo[3.1.0]hexan-2-yl)methyl)phenyl)carbamate